4-((4-(3-(3-Chlorobenzyl)-1,2,4-oxadiazol-5-yl)benzyl)oxy)-N,N-dimethylbenzamide ClC=1C=C(CC2=NOC(=N2)C2=CC=C(COC3=CC=C(C(=O)N(C)C)C=C3)C=C2)C=CC1